CC1=CC=C(C=C1)S(=O)(=O)OCCOCCOCCOCCOCCOCCOCCOCCOCCO 2-[2-[2-[2-[2-[2-[2-[2-(2-hydroxyethoxy)ethoxy]ethoxy] ethoxy]ethoxy]ethoxy]ethoxy]ethoxy]ethyl 4-methylbenzenesulfonate